ClC1=C(C=CC=C1)C1=CC(OC2=CC(=CC=C12)OC(C(=O)N1CCCCC1)C)=O (3S)-1-[2-[4-(2-Chlorophenyl)-2-oxo-chromen-7-yl]oxypropanoyl]piperidin